N-[(E)-N-methoxy-C-methyl-carbonimidoyl]-4-(5-(trifluoromethyl)-1,2,4-oxadiazol-3-yl)benzamide CO\N=C(/C)\NC(C1=CC=C(C=C1)C1=NOC(=N1)C(F)(F)F)=O